C(C)OC(C[C@@H]1CC[C@@H](N1)C(=O)OC(C)(C)C)=O tert-butyl (2R,5S)-5-(2-ethoxy-2-oxo-ethyl)pyrrolidine-2-carboxylate